3-(N-(1-propyl-1H-pyrazol-4-yl)sulfamoyl)pyrrolidine-1-carboxylic acid tert-butyl ester C(C)(C)(C)OC(=O)N1CC(CC1)S(NC=1C=NN(C1)CCC)(=O)=O